COC(=O)C=1C(=NC=2N(C1)C=CN2)OC(C)C 7-isopropoxy-imidazo[1,2-a]Pyrimidine-6-carboxylic acid methyl ester